CN(CCN1CN(CN(C1)CCN(C)C)CCN(C)C)C 1,3,5-tris(N,N-dimethyl-2-aminoethyl)hexahydro-s-triazine